1,3,5-trichloro-1,3,5-triazin-4,6-dione ClN1CN(C(N(C1=O)Cl)=O)Cl